BrC=1C(=NN(C1)CC(C(=O)NC1=CC(=C(C=C1)C#N)C(F)(F)F)C)F 3-(4-bromo-3-fluoro-1H-pyrazol-1-yl)-1-((4-cyano-3-(trifluoromethyl)phenyl)amino)-2-methyl-1-oxopropan